FC1=C(C(=O)OC)C=CC=C1CN1C2=C(OC(C1=O)(F)F)C=C(C(=C2)C2=C(C(=C(C(=C2F)F)F)F)F)F methyl 2-fluoro-3-((2,2,7-trifluoro-3-oxo-6-(perfluorophenyl)-2,3-dihydro-4H-benzo[b][1,4]oxazin-4-yl)methyl)benzoate